Cl.Cl.NC1=C(C=C2C(=C1)OCO2)N 1,2-diamino-4,5-methylenedioxybenzene dihydrochloride